BrC=1C=CC=2N(C1)N=CC2S(=O)(=O)NC=2C(=NC(=C(C2)F)CC#N)OC 6-bromo-N-[6-(cyanomethyl)-5-fluoro-2-methoxy-3-pyridinyl]pyrazolo[1,5-a]pyridine-3-sulfonamide